NC(C/C=C/CCC(CCC)=O)C=1NC=C(N1)C1=CC=C(C=C1)F (E)-10-amino-10-(4-(4-fluorophenyl)-1H-imidazol-2-yl)dec-7-en-4-one